Imidazolinium hexafluorophosphate F[P-](F)(F)(F)(F)F.[NH2+]1C=NCC1